2-methylpropan-2-yl 4-[4-(3-methoxy-4-{[4-({2-[(methylamino)carbonyl]phenyl}amino)-5-(trifluoromethyl)pyrimidin-2-yl]amino}phenyl)pyrazol-1-yl]piperidin-1-carboxylate COC=1C=C(C=CC1NC1=NC=C(C(=N1)NC1=C(C=CC=C1)C(=O)NC)C(F)(F)F)C=1C=NN(C1)C1CCN(CC1)C(=O)OC(C)(C)C